O=C(CNC(=O)C1OC2=CC=CC=C2CC1)N1CCCC1 N-(2-oxo-2-pyrrolidin-1-yl-ethyl)chromane-2-carboxamide